4,5-dihydro-5-methyl-6-(2,3-bis(2-pyridyl)-6-quinoxalinyl)-3(2H)pyridazinone CC1CC(NN=C1C=1C=C2N=C(C(=NC2=CC1)C1=NC=CC=C1)C1=NC=CC=C1)=O